tert-Butyl (R)-4-(2-(3-(3-(cyclopropyl(2-propoxy-4-(1H-pyrazol-4-yl)benzyl)carbamoyl)piperidin-1-yl)phenoxy)-2-methylpropanoyl)piperazine-1-carboxylate C1(CC1)N(C(=O)[C@H]1CN(CCC1)C=1C=C(OC(C(=O)N2CCN(CC2)C(=O)OC(C)(C)C)(C)C)C=CC1)CC1=C(C=C(C=C1)C=1C=NNC1)OCCC